4-(3-(trans-4-(2-Bromoethoxy)cyclohexyl)-4,4-dimethyl-5-oxo-2-thioxoimidazolidin-1-yl)-2-(pentafluoro-λ6-sulfaneyl)benzonitrile BrCCO[C@@H]1CC[C@H](CC1)N1C(N(C(C1(C)C)=O)C1=CC(=C(C#N)C=C1)S(F)(F)(F)(F)F)=S